4-[6-(fluoromethyl)-2-(5-fluoro-2-pyridinyl)-6-methyl-5,7-dihydro-4H-pyrazolo[1,5-a]Pyridin-3-yl]-1H-pyrazolo[3,4-b]Pyridine FCC1(CCC=2N(C1)N=C(C2C2=C1C(=NC=C2)NN=C1)C1=NC=C(C=C1)F)C